C1=CC(=CC=C1COCC(C(COCC2=CC=C(C=C2)Cl)O)O)Cl (-)-1,4-bis-O-(4-chlorobenzyl)-L-threitol